4-(tert-butyl)-2-picolinoylphenyl pivalate C(C(C)(C)C)(=O)OC1=C(C=CC=C1)C(C1=NC=CC(=C1)C(C)(C)C)=O